P(=O)(O)(O)OC1=CC=C(C[C@H](N)C(=O)O)C=C1 tyrosin phosphate